ethyl (6R)-6-[4-[3-[(E)-3-(dimethylamino)prop-2-enoyl]-2-pyridyl]piperazin-1-yl]-2-azaspiro[3.4]octane-2-carboxylate CN(/C=C/C(=O)C=1C(=NC=CC1)N1CCN(CC1)[C@H]1CC2(CN(C2)C(=O)OCC)CC1)C